1-(2-Hydroxyethyl)ethylenimine tert-butyl-(2S,4S)-4-(7-bromo-4,8-dichloro-6-fluoro-1H-imidazo[4,5-c]quinolin-1-yl)-2-(cyanomethyl)piperidine-1-carboxylate C(C)(C)(C)OC(=O)N1[C@@H](C[C@H](CC1)N1C=NC=2C(=NC=3C(=C(C(=CC3C21)Cl)Br)F)Cl)CC#N.OCCN2CC2